C(C)(C)(C)OC(NCC(CO[Si](C)(C)C(C)(C)C)C=O)=O tert-Butyl-(3-{[tert-butyl(dimethyl)silyl]oxy}-2-formylpropyl)carbamate